SCCS(=O)(=O)[O-] 2-mercaptoethansulfonate